Cis-dimethylsilanediyl-[2-methyl-4-(3,5-dimethylphenyl)-5-methoxy-6-tert-butylinden-1-yl][2-methyl-4-(3,5-dimethylphenyl)-1,5,6,7-tetrahydro-s-indacen-1-yl]zirconium dichloride [Cl-].[Cl-].C[Si](=[Zr+2](C1C(=CC2=C(C=3CCCC3C=C12)C1=CC(=CC(=C1)C)C)C)C1C(=CC2=C(C(=C(C=C12)C(C)(C)C)OC)C1=CC(=CC(=C1)C)C)C)C